1-[4-[[4-(trifluoromethyl)phenyl]methylamino]-1-piperidyl]prop-2-en-1-one FC(C1=CC=C(C=C1)CNC1CCN(CC1)C(C=C)=O)(F)F